N1C(=CC2=CC=CC=C12)C1CC2=CC=CC=C2C=C1 2-(1H-indol-2-yl)-1H-naphthalen